(R)-benzyl 2-carbamoylpyrrolidine-1-carboxylate C(N)(=O)[C@@H]1N(CCC1)C(=O)OCC1=CC=CC=C1